2-methylethylmorpholine CCCN1CCOCC1